(3-fluoro-4-formyl-5-hydroxyphenyl)-3,8-diazabicyclo[3.2.1]octane-8-carboxylic acid tert-butyl ester C(C)(C)(C)OC(=O)N1C2(CNCC1CC2)C2=CC(=C(C(=C2)O)C=O)F